2-(6-(((1S,2S,5S)-8-(2-hydroxyethyl)-8-azabicyclo[3.2.1]oct-2-yl)amino)pyridazin-3-yl)-3-methyl-5-(trifluoromethyl)phenol OCCN1[C@@H]2[C@H](CC[C@H]1CC2)NC2=CC=C(N=N2)C2=C(C=C(C=C2C)C(F)(F)F)O